BrC=1SC=2CN(CCC2N1)C 2-bromo-5-methyl-4,5,6,7-tetrahydrothiazolo[5,4-c]pyridine